bornane-2,5-diol C12(C(CC(C(C1)O)C2(C)C)O)C